C1(CC1)N1CC(C1)S(=O)(=O)N[C@@H]1C[C@@H](C1)N1C2=C(OCC1)C=NC1=C2C=CN1 1-Cyclopropyl-N-((cis)-3-(2,3-dihydropyrrolo[3',2':5,6]pyrido[3,4-b][1,4]oxazin-1(7H)-yl)cyclobutyl)azetidine-3-sulfonamide